C(C)(C)(C)C1=C(C(=C(C(=C1)C)C1=CC(C(=C(N1)C)[S@](=O)(=N)C)=O)F)C (S)-6-(4-tert-butyl-2-fluoro-3,6-dimethyl-phenyl)-2-methyl-3-(methylsulfonimidoyl)-1H-pyridin-4-one